N1=CC(=CC=C1)S(=O)(=O)OC1CCC(CC1)CN1CCN(CC1)C=1SC2=C(C(C1)=O)C=C(C=C2[N+](=O)[O-])C(F)(F)F 2-(4-(4-(3-pyridinesulfonyloxy)cyclohexylmethyl)piperazin-1-yl)-6-(trifluoromethyl)-8-nitro-benzothiopyran-4-one